C(CCCCCCCCCCCCCCCCC)OCC(=O)O 2-(octadecyloxy)acetic acid